CC=1N=C(C2=C(C(=C(C=C2C1)C)C#N)O)N1CCC(CC1)C 3,6-dimethyl-1-(4-methylpiperidinyl)-7-cyano-8-hydroxyisoquinoline